6-(5-fluoro-2-methyl-4-(1H-1,2,4-triazol-3-yl)phenyl)-4-((trans-4-methoxycyclohexyl)methyl)-3,4-dihydropyrazino[2,3-b]pyrazin-2(1H)-one FC=1C(=CC(=C(C1)C=1N=C2C(=NC1)NC(CN2C[C@@H]2CC[C@H](CC2)OC)=O)C)C2=NNC=N2